tetraisobutoxytitanium(IV) C(C(C)C)O[Ti](OCC(C)C)(OCC(C)C)OCC(C)C